ClC1=CC(=CC(=N1)NS(=O)(=O)C1=CC=CC=C1)C N-(6-chloro-4-methyl-2-pyridyl)benzenesulfonamide